(2-((1-methoxypropan-2-yl)oxy)ethene-1,1-diyl)dibenzene COCC(C)OC=C(C1=CC=CC=C1)C1=CC=CC=C1